C(CCCC)OC(CC)=O propionic acid n-pentylester